ClC1=NC(=NC(=N1)C1=CC2=C(OC3=C2C=CC=C3)C=C1)C1=CC=CC=C1 2-chloro-4-(2-dibenzofuranyl)-6-phenyl-1,3,5-triazine